(S)-4-(1-(5-(4-fluorophenyl)-1-(4-(trifluoromethyl)benzyl)-1H-indazol-7-amido)ethyl)benzoic acid FC1=CC=C(C=C1)C=1C=C2C=NN(C2=C(C1)C(=O)N[C@@H](C)C1=CC=C(C(=O)O)C=C1)CC1=CC=C(C=C1)C(F)(F)F